N1C(=CC2=CC=CC=C12)CCC(=O)O.N1C(=CC2=CC=CC=C12)C(C(=O)O)C indolyl-propionic acid (indolepropionate)